[PH2](=O)[O-].C(C)[NH3+] ethylammonium hypophosphite